2,3,3,3-tetrachloro-1,1,1-trifluoropropane ClC(C(F)(F)F)C(Cl)(Cl)Cl